1-[4-(2-bromo-3-fluorophenoxy)piperidin-1-yl]-2-{3-[(2R,6S)-2,6-dimethylmorpholine-4-carbonyl]-5,6-dihydrocyclopenta[c]pyrazol-1(4H)-yl}ethan-1-one BrC1=C(OC2CCN(CC2)C(CN2N=C(C3=C2CCC3)C(=O)N3C[C@H](O[C@H](C3)C)C)=O)C=CC=C1F